tertiary butyl acrylate (methacrylate) C(C(=C)C)(=O)O.C(C=C)(=O)OC(C)(C)C